O1COC2=C1C=CC=C2CNCC2=CSC(=C2)C2=CC=CC=C2 1-(1,3-benzodioxol-4-yl)-N-[(5-phenyl-3-thienyl)methyl]-methanamine